NC1=NC=C(C(=N1)N)CN1CCC2=CC(=CC=C12)C1=C(C=C2C(C=CN3C2=C1OC[C@@H]3C)=O)F (S)-10-(1-((2,4-diaminopyrimidin-5-yl)methyl)indolin-5-yl)-9-fluoro-3-methyl-7-oxo-2,3-dihydro-7H-[1,4]oxazino[2,3,4-ij]quinoline